Bis(4-Hydroxybutyl) Adipate C(CCCCC(=O)OCCCCO)(=O)OCCCCO